4-[(3R)-3-(aminomethyl)-1-piperidinyl]-5-chloro-2-(2-fluoro-4-pyridinyl)-1H-pyrimidin-6-one NC[C@@H]1CN(CCC1)C=1N=C(NC(C1Cl)=O)C1=CC(=NC=C1)F